(S)-3-(1-(4-Amino-3-(5-hydroxypyridin-3-yl)-1H-pyrazolo[3,4-d]pyrimidin-1-yl)ethyl)-4-(3-((4-methylpiperazin-1-yl)methyl)phenyl)-1H-isochromen-1-on Hydrochlorid Cl.NC1=C2C(=NC=N1)N(N=C2C=2C=NC=C(C2)O)[C@@H](C)C=2OC(C1=CC=CC=C1C2C2=CC(=CC=C2)CN2CCN(CC2)C)=O